2,4-difluoro-N-(2-methoxy-5-(4,5-dioxaborolan-2-yl)pyridin-3-yl)benzenesulfonamide methyl-3-(4-((2-chloropyrrolo[2,1-f][1,2,4]triazin-4-yl)amino)-1H-imidazol-1-yl)-5-methoxybenzoate COC(C1=CC(=CC(=C1)OC)N1C=NC(=C1)NC1=NC(=NN2C1=CC=C2)Cl)=O.FC2=C(C=CC(=C2)F)S(=O)(=O)NC=2C(=NC=C(C2)C2BOOC2)OC